3-Ethyl-1-methoxy-5,6,7,8-tetrahydroisoquinoline C(C)C=1N=C(C=2CCCCC2C1)OC